2-((5-(6-(([2,3'-bipyridin]-5-ylmethyl)amino)-9-isopropyl-9H-purin-2-yl)pyridin-2-yl)amino)ethan-1-ol N1=C(C=CC(=C1)CNC1=C2N=CN(C2=NC(=N1)C=1C=CC(=NC1)NCCO)C(C)C)C=1C=NC=CC1